COC1=C(C=C(C=C1)C1=CC(=CC=C1)C(C(=O)OC)NC(=O)C1CCOCC1)C(=O)O 4-methoxy-3'-(2-methoxy-2-oxo-1-(tetrahydro-2H-pyran-4-carboxamido)ethyl)-[1,1'-biphenyl]-3-carboxylic acid